N-[(6-{[(cyclobutylmethyl)amino]methyl}imidazo[1,2-a]pyridin-2-yl)methyl]-1H-indole-5-carboxamide C1(CCC1)CNCC=1C=CC=2N(C1)C=C(N2)CNC(=O)C=2C=C1C=CNC1=CC2